1,2,3,4-tetrahydroisoquinoline-8-carboxylic acid methyl ester COC(=O)C=1C=CC=C2CCNCC12